C(C)(C)OC=1C=C(C=CC1N1CCN(CC1)C)NC=1N=CC2=C(N1)N(C=C2)C=2C=C(C=CC2)NS(=O)(=O)C(C)C N-(3-(2-((3-isoPropoxy-4-(4-methylpiperazin-1-yl)phenyl)amino)-7H-pyrrolo[2,3-d]pyrimidin-7-yl)phenyl)propane-2-sulfonamide